C1(CCCC1)C=1C=NN2C1N=C(N=C2NCC2=NC1=C(N2COCC[Si](C)(C)C)C=CC(=C1F)F)N1CCOCC1 8-cyclopentyl-N-[(4,5-difluoro-1-{[2-(trimethylsilyl)ethoxy]methyl}-1H-benzimidazol-2-yl)methyl]-2-(morpholin-4-yl)pyrazolo[1,5-a][1,3,5]triazin-4-amine